C(C)(C)NC=1C2=C(N=C(N1)NC1=C(C=C(C=C1)N1C(CCC1)=O)OC)NC=C2C#N 4-(isopropylamino)-2-((2-methoxy-4-(2-oxopyrrolidin-1-yl)phenyl)amino)-7H-pyrrolo[2,3-d]pyrimidine-5-carbonitrile